1-(2-oxobutyl)-6-[3-(trifluoromethyl)phenyl]-3H-imidazo[4,5-b]Pyridine O=C(CN1CNC2=NC=C(C=C21)C2=CC(=CC=C2)C(F)(F)F)CC